5-bromo-2-chloro-4-methylaniline BrC=1C(=CC(=C(N)C1)Cl)C